FC(C(C(F)(F)F)=C1C(C=CC=C1)NC1=CC=CC=C1)(F)F (perfluoropropane-2,2-diyl)diphenylamine